C(C)(C)(C)N1N=C(N=C1C1CCOCC1)C=1C=C(C=NC1)[C@@](O)(C1=CC=C(C=C1)C(C)C)C1(CN(C1)C)C (R)-{5-[1-tert-butyl-5-(tetrahydro-pyran-4-yl)-1H-[1,2,4]triazol-3-yl]-pyridin-3-yl}-(1,3-dimethyl-azetidin-3-yl)-(4-isopropyl-phenyl)-methanol